2-fluoro-N-(5-fluoro-2-methyl-3-(6-(1,2,3,6-tetrahydropyridin-4-yl)-7H-pyrrolo[2,3-d]pyrimidin-4-yl)phenyl)-4-(2-hydroxypropan-2-yl)benzamide FC1=C(C(=O)NC2=C(C(=CC(=C2)F)C=2C3=C(N=CN2)NC(=C3)C=3CCNCC3)C)C=CC(=C1)C(C)(C)O